CC(CCOCC=O)CCC=C(C)C 2-(3,7-dimethyloct-6-enyloxy)acetaldehyde